COC1=C(CNC2=NN3C=NC=C(C3=C2C#N)OC)C=CC(=C1)OC ((2,4-Dimethoxybenzyl)amino)-4-methoxypyrazolo[1,5-c]pyrimidine-3-carbonitrile